COC=1C=C(C[C@@H]2[C@@H]([C@H](OC2)C2=CC(=C(C=C2)OC)OC)COC(C=CC)=O)C=CC1OC 2-Butenoic acid ((2S,3R,4R)-4-(3,4-dimethoxybenzyl)-2-(3,4-dimethoxyphenyl)-tetrahydrofuran-3-yl)methyl ester